[4-(methoxymethyl)-1-(2-trimethylsilylethoxymethyl)pyrazol-3-yl]boronic acid COCC=1C(=NN(C1)COCC[Si](C)(C)C)B(O)O